FC1=C(C=CC(=C1)F)N1N=C(C=C1C)N 1-(2,4-difluorophenyl)-5-methyl-1H-pyrazol-3-amine